C(CCCCC)[N+](C)(CCCCCC)CCCCCC trihexylmethylammonium